3-(1'-((1-(4-fluorophenyl)-1H-pyrazol-3-yl)methyl)-6-oxo-6,8-dihydro-2H,7H-spiro[furo[2,3-e]isoindole-3,4'-piperidin]-7-yl)piperidine-2,6-dione FC1=CC=C(C=C1)N1N=C(C=C1)CN1CCC2(CC1)COC1=C3CN(C(C3=CC=C12)=O)C1C(NC(CC1)=O)=O